2-(1-(6-fluoro-5-methoxypyridin-3-yl)ethyl)-7-((2-(methylamino)-1H-imidazol-1-yl)methyl)phthalazin-1(2H)-one FC1=C(C=C(C=N1)C(C)N1C(C2=CC(=CC=C2C=N1)CN1C(=NC=C1)NC)=O)OC